CC1(CCC(CC1)(CCC)CCC)O methyl-dipropyl-cyclohexanol